4-propyl-4H-1,2,4-triazole C(CC)N1C=NN=C1